N-(5-(7-fluoro-6-(2-methylmorpholino)-[1,2,4]triazolo[1,5-a]pyridin-2-yl)-8-(methylamino)-2,7-naphthyridin-3-yl)cyclopropanecarboxamide FC1=CC=2N(C=C1N1CC(OCC1)C)N=C(N2)C2=C1C=C(N=CC1=C(N=C2)NC)NC(=O)C2CC2